(methylphenyl)iodonium tetrakis(pentafluorophenyl)borate FC1=C(C(=C(C(=C1[B-](C1=C(C(=C(C(=C1F)F)F)F)F)(C1=C(C(=C(C(=C1F)F)F)F)F)C1=C(C(=C(C(=C1F)F)F)F)F)F)F)F)F.CC1=C(C=CC=C1)[IH+]